Cl.O=C1NC=NC2=CC=CC=C12 4-oxo-quinazoline hydrochloride